FC(OC=1C=C2C(=CC1)N(C1=C2NC(C2=CC=CC=C12)=O)CCCCC(=O)NO)F 5-(8-(difluoromethoxy)-5-oxo-5,6-dihydro-11H-indolo[3,2-c]isoquinolin-11-yl)-N-hydroxypentanamide